C(C)SC=1C=C(C(=NC1OC)CC(CC)NC(OC(C)(C)C)=O)OC tert-butyl (1-(5-(ethylthio)-3,6-dimethoxypyridin-2-yl)butan-2-yl)carbamate